CC(C(=O)OCOC(=O)C=1C=C(C=CC1O)NC(=O)C=1C(=C(C(=O)NC=2C=CC(=C(C(=O)OCOC(C(C)(C)C)=O)C2)O)C=C(C1)O)O)(C)C 2,2-Dimethylpropanoyloxymethyl 5-[[3-[[3-(2,2-dimethylpropanoyloxymethoxycarbonyl)-4-hydroxy-phenyl]carbamoyl]-2,5-dihydroxy-benzoyl]amino]-2-hydroxy-benzoate